C(C1=CC=CC=C1)OC1=C(C(=O)NC(C)C2=CC(=CC=C2)C=2SC=CN2)C=C(C=C1)N 2-benzyloxy-5-amino-N-(1-(3-(thiazol-2-yl)phenyl)ethyl)benzamide